bis(4-butylphenyl)bisphenylbenzidine C(CCC)C1=CC=C(C=C1)N(C1=CC=C(C2=CC=C(N(C3=CC=CC=C3)C3=CC=C(C=C3)CCCC)C=C2)C=C1)C1=CC=CC=C1